(2S,4R)-1-((S)-2-acetamido-3,3-dimethylbutanoyl)-4-hydroxy-N-((S)-1-(4-isopropylphenyl)ethyl)pyrrolidine-2-carboxamide C(C)(=O)N[C@H](C(=O)N1[C@@H](C[C@H](C1)O)C(=O)N[C@@H](C)C1=CC=C(C=C1)C(C)C)C(C)(C)C